C(C)(C)(C)C1=CC=C(C=C)C=C1 4-tert-Butylstyrene